C(\C=C\C)B1OC(CN(CC(O1)=O)C)=O (E)-2-(but-2-en-1-yl)-6-methyl-1,3,6,2-dioxazaborocan-4,8-dione